tert-butyl 8-fluoro-6-hydroxy-2,2-dioxo-2H-1,2λ6,3-benzoxathiazine-3(4H)-carboxylate FC1=CC(=CC=2CN(S(OC21)(=O)=O)C(=O)OC(C)(C)C)O